pyridine-3,5-dicarboxylic acid anhydride N1=CC2=CC(=C1)C(=O)OC2=O